FC(C(C(OC(C(F)F)(F)F)F)(F)F)F 1,1,2,2,3-pentafluoro-3-(1,1,2,2-tetrafluoroethoxy)propane